C(#N)C1=CN(C2=NC=CC(=C21)OC2=C(C=C(C=C2F)NC(=O)NCC2(COC2)C)F)COCC[Si](C)(C)C 1-{4-[(3-cyano-1-{[2-(trimethylsilyl)ethoxy]methyl}-1H-pyrrolo[2,3-b]pyridin-4-yl)oxy]-3,5-difluorophenyl}-3-[(3-methyloxetan-3-yl)methyl]urea